O[C@@]1(C[C@@H](CCC1)NC=1N=NC(=C(N1)C)C1=CC=C2C(C=CS2)=C1O)C 5-(3-(((1R,3S)-3-hydroxy-3-methylcyclohexyl)amino)-5-methyl-1,2,4-triazin-6-yl)benzothiophene-4-ol